ClC1=CC2=C(C(C3=C(N(S2(=O)=O)C)C=CC=C3)OC)C=C1 3-chloro-6,11-dihydro-6-methyl-11-methoxy-dibenzo[c,f][1,2]thiazepine-5,5-dioxide